CC1=CSC2=C1N=NC=C2N(C(OC(C)(C)C)=O)CC2=CC=NC=C2 tertbutyl N-{7-methylthieno[3,2-c]pyridazin-4-yl}-N-(pyridin-4-ylmethyl)carbamate